COC(=O)C=1N(C2=CC=CC=C2C1NC(=O)OC(C)(C)C)C 3-((Boc)amino)-1-methyl-1H-indole-2-carboxylic acid methyl ester